3-(2-nitro-1H-imidazole-1-yl)propan-1-amine trifluoroacetate FC(C(=O)O)(F)F.[N+](=O)([O-])C=1N(C=CN1)CCCN